(4-(3-nitrophenyl)thiazol-2-yl)(3-(trifluoromethyl)phenyl)carbamoyl chloride [N+](=O)([O-])C=1C=C(C=CC1)C=1N=C(SC1)N(C(=O)Cl)C1=CC(=CC=C1)C(F)(F)F